ClC1=CC=C2C3(C(N(C2=C1)C=1C=NN(C1)CCC)=O)CC1=CC=C(C=C1C3)C3=NN=NN3 6'-chloro-1'-(1-propyl-1H-pyrazol-4-yl)-5-(1H-tetrazol-5-yl)-1,3-dihydrospiro[indene-2,3'-indolin]-2'-one